[C-]1(C(=CC=C1)CO)CO.[CH-]1C=CC=C1.[Fe+2] 1-ferrocenedimethanol